FC1=C(C=CC=C1C1N(CCC2=C1N=C(N2)C2=C(C=CC(=C2)OC=2C(=C1C=CNC1=CC2F)S(=O)(=O)C)F)C)CCC(=O)OCC ethyl 3-[2-fluoro-3-[2-[2-fluoro-5-[(6-fluoro-4-methylsulfonyl-1H-indol-5-yl)oxy]phenyl]-5-methyl-1,4,6,7-tetrahydroimidazo[4,5-c]pyridin-4-yl]phenyl]propanoate